OCCN(C1=CC=C(C=O)C=C1)C 4-((2-Hydroxyethyl)methylamino)benzaldehyde